5-nitro-1-(3-(trifluoro-methyl)benzyl)-1H-indole-3-carboxylic acid [N+](=O)([O-])C=1C=C2C(=CN(C2=CC1)CC1=CC(=CC=C1)C(F)(F)F)C(=O)O